4-methyl-1-(6-(phenylthio)-1H-imidazo[4,5-b]pyrazin-2-yl)piperidin-4-amine CC1(CCN(CC1)C1=NC=2C(=NC(=CN2)SC2=CC=CC=C2)N1)N